(2S)-dimethyl 2-(((benzyloxy)carbonyl)amino)-4-(cyanomethyl)-2-methylpentanedioate C(C1=CC=CC=C1)OC(=O)N[C@](C(=O)OC)(CC(C(=O)OC)CC#N)C